FC=1C=CC(=NC1)C=1C=NC=C(C1)O 5-fluoro-[2,3'-bipyridin]-5'-ol